CC=1C(C(=C(C(C1C)=O)CCC(=O)O)CCC(=O)O)=O 3,3'-(4,5-dimethyl-3,6-dioxocyclohexa-1,4-diene-1,2-diyl)dipropionic acid